6-[[4-[5-isobutyl-2-(2H-tetrazol-5-yl)-phenyl]piperazin-1-yl]methyl]-1-methyl-7H-pyrazolo[3,4-d]pyrimidin-4-one C(C(C)C)C=1C=CC(=C(C1)N1CCN(CC1)CC1=NC(C2=C(N1)N(N=C2)C)=O)C=2N=NNN2